benzo[d]thiazol-2-amine S1C(=NC2=C1C=CC=C2)N